6-Chloro-N-(5-fluoro-2,6-dimethoxypyridin-3-yl)-1H-pyrrolo[2,3-b]pyridin-3-sulfonamid ClC1=CC=C2C(=N1)NC=C2S(=O)(=O)NC=2C(=NC(=C(C2)F)OC)OC